C(C)(C)(C)OC(=O)N1CCN(CC1)CC1=CC=C(C=C1)[C@H](C)NC=1N=C(C2=C(N1)N(C(C=C2)=O)CC(C)(C)C)C#N tert-butyl-4-{4-[(1S)-1-{[4-cyano-8-(2,2-dimethylpropyl)-7-oxo-7,8-dihydropyrido[2,3-d]pyrimidin-2-yl] amino} ethyl] benzyl}piperazine-1-carboxylate